8-morpholinoquinoline-6-carboxylic acid O1CCN(CC1)C=1C=C(C=C2C=CC=NC12)C(=O)O